(S)-2-(tert-butoxycarbonylamino)-3-phenylpropionic acid C(C)(C)(C)OC(=O)N[C@H](C(=O)O)CC1=CC=CC=C1